1-(2-morpholinoethyl)-3-phenylthiourea O1CCN(CC1)CCNC(=S)NC1=CC=CC=C1